isopentyl-magnesium bromide format C(=O)O.C(CC(C)C)[Mg]Br